4-epoxy-6-methylcyclohexylmethyl-3,4-epoxy-6-methylcyclohexylformate CC1(CC2(C(CC1C(=O)[O-])O2)CC21C(CCCC2)O1)C